S1CCC(CC1)NC(=O)C=1C=NC=CC1 N-tetrahydrothiopyran-4-yl-pyridine-3-carboxamide